octadecyl-3-(3,5-di-t-butyl-4-hydroxyphenyl)-propionate C(CCCCCCCCCCCCCCCCC)OC(CCC1=CC(=C(C(=C1)C(C)(C)C)O)C(C)(C)C)=O